(S)-22-(tert-butoxycarbonyl)-43,43-dimethyl-10,19,24,41-tetraoxo-3,6,12,15,42-pentaoxa-9,18,23-triazatetratetracontanoic acid C(C)(C)(C)OC(=O)[C@H](CCC(NCCOCCOCC(NCCOCCOCC(=O)O)=O)=O)NC(CCCCCCCCCCCCCCCCC(OC(C)(C)C)=O)=O